C1(CC1)C=1C=CC=2N(C1)C=C(N2)COC2=NC(=NC(=C2)NCC2=C(C=C(C=C2C)C(NC(=O)OCC)=N)C)C(=O)OCC ethyl 4-((6-cyclopropylimidazo[1,2-a]pyridin-2-yl)methoxy)-6-((4-(N-(ethoxycarbonyl)carbamimidoyl)-2,6-dimethylbenzyl)amino)pyrimidine-2-carboxylate